(R)-10-fluoro-8-(3-(methoxymethyl)-4-methylpiperazin-1-yl)-7-methyl-3,4-dihydro-1H-chromeno[3,4-c]pyridin-5(2H)-one FC=1C2=C(C(=C(C1)N1C[C@@H](N(CC1)C)COC)C)OC(C=1CNCCC12)=O